FC1=CC=C(OCC(=O)N2CC=3C=CC(=NC3CC2)N2CCNCC2)C=C1 2-(4-fluorophenoxy)-1-(2-(piperazin-1-yl)-7,8-dihydro-1,6-naphthyridin-6(5H)-yl)ethan-1-one